FC1=C(C=C(C=C1)C1=NC=CC=C1C=1C=CC=2N(C1)C(=CN2)C(=O)NCCCN2CCCCC2)C 6-(2-(4-Fluoro-3-methylphenyl)pyridin-3-yl)-N-(3-(piperidin-1-yl)propyl)imidazo[1,2-a]pyridine-3-carboxamide